ethyl (E)-4-phenyl-4-oxo-2-butenoate C1(=CC=CC=C1)C(/C=C/C(=O)OCC)=O